tert-Butyl 4-(3-(2-amino-4-(2-fluoro-4-(1-(4-fluorophenyl)-2-oxo-1,2-dihydropyridine-3-carboxamido)phenoxy)pyridin-3-yl)propioloyl)piperazine-1-carboxylate NC1=NC=CC(=C1C#CC(=O)N1CCN(CC1)C(=O)OC(C)(C)C)OC1=C(C=C(C=C1)NC(=O)C=1C(N(C=CC1)C1=CC=C(C=C1)F)=O)F